BrC1=C(C=C(C=C1F)S(=O)(=O)N(C1=C(N=CS1)C(=O)OC(C)(C)C)CC1=CC=C(C=C1)OC)F Tert-butyl 5-[(4-bromo-3,5-difluoro-phenyl)sulfonyl-[(4-methoxyphenyl)methyl]amino]thiazole-4-carboxylate